C(C)(C)(C)S(=O)NC1C=CCC12CCN(CC2)C(=O)OC(C)(C)C tert-butyl 1-((tert-butylsulfinyl) amino)-8-azaspiro[4.5]dec-2-ene-8-carboxylate